6-[4-[Acetyl-(cyclopropylmethyl)amino]-3-chloro-phenyl]-N-[(6-amino-3-pyridinyl)methyl]pyridine-3-carboxamide C(C)(=O)N(C1=C(C=C(C=C1)C1=CC=C(C=N1)C(=O)NCC=1C=NC(=CC1)N)Cl)CC1CC1